4-(5-methyl-4-oxo-6-(piperidin-4-yl)-4,5-dihydropyrazolo[1,5-a]pyrazin-3-yl)benzonitrile CN1C(C=2N(C=C1C1CCNCC1)N=CC2C2=CC=C(C#N)C=C2)=O